5-iodo-6-isopropyl-7-oxido-1-tetrahydropyran-2-yl-pyrazolo[4,3-g]Isoquinolin-7-ium IC1=C([N+](=CC2=CC3=C(C=C12)C=NN3C3OCCCC3)[O-])C(C)C